CC(CC=1SC(=CN1)C1=NC(=NC=C1C(F)(F)F)NC1CCN(CC1)S(=O)(=O)C)(C)O 2-methyl-1-(5-(2-((1-(methylsulfonyl)piperidin-4-yl)amino)-5-(trifluoromethyl)pyrimidin-4-yl)thiazol-2-yl)propan-2-ol